tert-butyl (1-(3-(4-(2'-(benzyloxy)-6'-hydroxy-[2,3'-bipyridin]-6-yl)piperazin-1-yl)propanoyl)piperidin-4-yl)carbamate C(C1=CC=CC=C1)OC1=NC(=CC=C1C1=NC(=CC=C1)N1CCN(CC1)CCC(=O)N1CCC(CC1)NC(OC(C)(C)C)=O)O